2-(3-chloro-4-fluorophenoxy)-N-{3-[2-(3,4-dichlorophenoxy)acetamido]bicyclo[1.1.1]pentan-1-yl}acetamide ClC=1C=C(OCC(=O)NC23CC(C2)(C3)NC(COC3=CC(=C(C=C3)Cl)Cl)=O)C=CC1F